ClC1=NC=2N(C(=C1)N1CCOCC1)N=C(C2)C2=NN(C(=C2)C)CCN(C)C 2-(3-(5-chloro-7-morpholinopyrazolo[1,5-a]pyrimidin-2-yl)-5-methyl-1H-pyrazol-1-yl)-N,N-dimethylethanamine